hexafluoroisopropyl-methyl ether FC(C(C(F)(F)F)COCC(C(F)(F)F)C(F)(F)F)(F)F